ClC=1C=C2C3=C(NC2=CC1)[C@@H](N(CC3)C3=NC=CC(=N3)C(F)F)C[C@@H]3COCCC3 (1S)-6-chloro-2-[4-(difluoromethyl)pyrimidin-2-yl]-1-{[(3R)-oxan-3-yl]methyl}-2,3,4,9-tetrahydro-1H-pyrido[3,4-b]indole